CCCCCCCCCC/C=C\CCCCCCCCCC(=O)OC[C@H](COP(=O)(O)OC[C@H](CO)O)OC(=O)CCC/C=C\C/C=C\C/C=C\C/C=C\CCCCC 1-(11Z-docosenoyl)-2-(5Z,8Z,11Z,14Z-eicosatetraenoyl)-glycero-3-phospho-(1'-sn-glycerol)